C(#N)C1=C(C(=CC=C1)N1CCN(CC1)C(C)C)NC(=O)N1C[C@](CC1)(OC1=NC=CC=C1)C (3S)-N-[2-cyano-6-(4-isopropylpiperazin-1-yl)phenyl]-3-methyl-3-(pyridin-2-yloxy)pyrrolidine-1-carboxamide